C(C)(C)(C)OC(=O)N1N=C(C=C1C)NC1=NC(=C2C=CC=NC2=C1)NC1CCC(CC1)NC(=O)OC(C)(C)C 3-[[5-[[4-(tert-butoxycarbonylamino)cyclohexyl]amino]-1,6-naphthyridin-7-yl]amino]-5-methyl-pyrazole-1-carboxylic acid tert-butyl ester